7-isopropyl-7H-pyrrolo[2,3-d]pyrimidine-5-carbonitrile C(C)(C)N1C=C(C2=C1N=CN=C2)C#N